2-Methyl-6-(3'-(((2,2,2-Trifluoroethyl)amino)Methyl)-[1,1'-Biphenyl]-4-yl)-1H-benzo[d]Imidazol CC1=NC2=C(N1)C=C(C=C2)C2=CC=C(C=C2)C2=CC(=CC=C2)CNCC(F)(F)F